OC1(OC2=CC(=CC(=C2C(C1)=O)O)OC)C1=CC=CC=C1 2,5-Dihydroxy-7-methoxyflavanon